(3-propylhexylamino)hexanoic acid C(CC)C(CCNC(C(=O)O)CCCC)CCC